BrCC\C=C/CCCCC (Z)-1-bromo-3-nonene